4-(((2,2,2-trifluoroeth-yl)amino)methyl)aniline FC(CNCC1=CC=C(N)C=C1)(F)F